C(=C)C1C(CCCC1)(C=C)C=C TRIVINYLCYCLOHEXAN